9,1-bis[N,N-di(p-tolyl)amino]anthracene C1(=CC=C(C=C1)N(C1=CC=C(C=C1)C)C=1C2=CC=CC=C2C=C2C=CC=C(C12)N(C1=CC=C(C=C1)C)C1=CC=C(C=C1)C)C